COC1=CC=C(C=CC(=O)N2CCNCC2)C=C1 1-(4-Methoxycinnamoyl)piperazine